5-((4,4-bis(octyloxy) butanoyl) oxy)-3-hydroxypentyl (9Z,12Z)-octadec-9,12-dienoate C(CCCCCCC\C=C/C\C=C/CCCCC)(=O)OCCC(CCOC(CCC(OCCCCCCCC)OCCCCCCCC)=O)O